C(CCCCCCCCCCC)(=O)OC1CC(N(C(C1)(C)C)O)(C)C 1-oxyl-2,2,6,6-tetramethylpiperidin-4-yl dodecanoate